C(CCCCC(=O)O)(=O)O.C1(C2=CC(C(=O)OCCCCCCO1)=CC=C2)=O hexamethylene isophthalate adipate